CC=1OC(=C(N1)C)CCO 2-(2,4-dimethyloxazol-5-yl)ethan-1-ol